Cl.FC=1C=C(COC2CC(C2)N)C=CC1C(F)(F)F (1r,3r)-3-((3-fluoro-4-(trifluoromethyl)benzyl)oxy)cyclobutane-1-amine hydrochloride